CC1=CC=C(NC2CN(C2)C(=O)[O-])C=C1[N+](=O)[O-] 3-(4-methyl-5-nitro-anilino)azetidine-1-carboxylate